ClC1=CC(=CC=2N(C(=NC21)C2CC2)C)C2=CC=C(C=C2)N2CCN(CC2)C(C)C 4-chloro-2-cyclopropyl-6-(4-(4-isopropylpiperazin-1-yl)phenyl)-1-methyl-1H-benzo[d]imidazole